N,N-bis(biphenyl-4-yl)-N-(6-phenyl-1,1':4',1'':4'',1'''-quaterphenyl-4-yl)amine C1(=CC=C(C=C1)N(C1=CC=C(C(=C1)C1=CC=CC=C1)C1=CC=C(C=C1)C1=CC=C(C=C1)C1=CC=CC=C1)C1=CC=C(C=C1)C1=CC=CC=C1)C1=CC=CC=C1